[5-bromo-3-Methyl ((S)-1-methyl-2-methylsulfanyl-ethyl)-2,4-dioxo-3,4-dihydro-2H-pyrimidin-1-yl]-acetate BrC=1C(N(C(N(C1[C@@H](CSC)C)CC(=O)[O-])=O)C)=O